tert-butyl (3S,4S)-3-[[5-chloro-4-(6-cyclopropyl-7-methoxy-imidazo[1,2-b]pyridazin-3-yl)pyrimidin-2-yl]amino]-4-fluoro-piperidine-1-carboxylate ClC=1C(=NC(=NC1)N[C@H]1CN(CC[C@@H]1F)C(=O)OC(C)(C)C)C1=CN=C2N1N=C(C(=C2)OC)C2CC2